(R)-4-(3-(dimethylamino)-3-(3-(trifluoromethyl)phenethyl)-piperidin-1-yl)-2,6-difluoro-N-(pyrimidin-2-yl)benzenesulfonamide CN([C@]1(CN(CCC1)C1=CC(=C(C(=C1)F)S(=O)(=O)NC1=NC=CC=N1)F)CCC1=CC(=CC=C1)C(F)(F)F)C